5-aminoisophthalaldehyde bis-thiosemicarbazone N(NC(=S)N)=CC1=CC(C=NNC(=S)N)=CC(=C1)N